Butyl-4-(chloromethyl)-2-methoxy-benzene C(CCC)C1=C(C=C(C=C1)CCl)OC